Cl.CC1=C(C=CC=C1)C1=CC(=CC=C1S(=O)(=O)C)S(=O)(=O)C1=CC=C(S1)CN (5-((2'-Methyl-6-(methylsulfonyl)-[1,1'-biphenyl]-3-yl)sulfonyl)thiophen-2-yl)methanamine hydrochloride